(2-((5-Chloro-2-((3-(4-(piperazin-1-yl)phenyl)-1H-indazol-5-yl)amino)pyrimidin-4-yl)amino)phenyl)dimethylphosphine oxide ClC=1C(=NC(=NC1)NC=1C=C2C(=NNC2=CC1)C1=CC=C(C=C1)N1CCNCC1)NC1=C(C=CC=C1)P(C)(C)=O